alpha-methyl-2-fluoro-L-phenylalanine C[C@](N)(CC1=C(C=CC=C1)F)C(=O)O